2-(4-methoxyphenoxy)-N-(thiazol-2-yl)acetamide COC1=CC=C(OCC(=O)NC=2SC=CN2)C=C1